C(C)(C)(C)OC(=O)N1CCC(CC1)(O)CN 4-(aminomethyl)-4-hydroxypiperidine-1-carboxylic acid tert-butyl ester